COC1=NC=C(C2=C1N=C(S2)NC(=O)N2CCC(CC2)(CC#C)O)N2CCOCC2 4-Hydroxy-4-prop-2-ynyl-piperidine-1-carboxylic acid (4-methoxy-7-morpholin-4-yl-thiazolo[4,5-c]pyridin-2-yl)-amide